N-(5-cyclopropylpyridin-3-yl)-4-methylpiperidine-4-carboxamidine C1(CC1)C=1C=C(C=NC1)NC(=N)C1(CCNCC1)C